Diisostearoylethylene C(CCCCCCCCCCCCCCC(C)C)(=O)C=CC(CCCCCCCCCCCCCCC(C)C)=O